C1(CC1)S(=O)(=O)N1N=CC(=C1)C1=NC=CC(=N1)NC1=CC(=C(C=N1)C1=NC=C(C=C1)OC1CCN(CC1)C)NC1CCC(CC1)F N6'-(2-(1-(Cyclopropylsulfonyl)-1H-pyrazol-4-yl)pyrimidin-4-yl)-N4'-(4-fluorocyclohexyl)-5-((1-methylpiperidin-4-yl)oxy)-[2,3'-bipyridine]-4',6'-diamine